methyl (S)-2-(((benzyloxy) carbonyl)amino)-4-methylenehexanoate C(C1=CC=CC=C1)OC(=O)N[C@H](C(=O)OC)CC(CC)=C